ClC=1C=NC(=NC1)N1CCC(CC1)CCCOC1=CC(=C(C=C1)CC(=O)N1CC(C1)CNCCOCCOCCO)F 2-[4-[3-[1-(5-chloropyrimidin-2-yl)-4-piperidyl]propoxy]-2-fluoro-phenyl]-1-[3-[[2-[2-(2-hydroxyethoxy)ethoxy]ethylamino]-methyl]azetidin-1-yl]ethanone